tert-butyl 6-bromo-2-({[(tert-butoxy)carbonyl]({3-fluorobicyclo[1.1.1]pentan-1-yl}methyl)amino}methyl)-1H-indole-1-carboxylate BrC1=CC=C2C=C(N(C2=C1)C(=O)OC(C)(C)C)CN(CC12CC(C1)(C2)F)C(=O)OC(C)(C)C